C(C)(C)(C)N1N=C(C=C1)C(=O)NC1=C(C=C(C(=C1)C=1C=C(C=2N(C1)C=CN2)N2CCOCC2)C)F 1-(Tert-butyl)-N-(2-fluoro-4-methyl-5-(8-morpholinoimidazo[1,2-a]pyridin-6-yl)phenyl)-1H-pyrazole-3-carboxamide